t-butyl (R)-6-methyl-3-(4-(methylcarbamoyl)phenyl)-4-oxo-2-thioxo-2,3,4,5,6,8-hexahydropyrido[3,4-d]pyrimidine-7(1H)-carboxylate C[C@@H]1CC2=C(NC(N(C2=O)C2=CC=C(C=C2)C(NC)=O)=S)CN1C(=O)OC(C)(C)C